N[C@@H]1CN(CCC1)C1=NC2=C(N1CC1=NC=C(C(=O)N)C=C1)C=CC=C2 (S)-6-((2-(3-aminopiperidin-1-yl)-1H-benzo[d]imidazol-1-yl)methyl)nicotinamide